ClC=1C(=CC2=C(C(C[C@@H](O2)C(=O)NC23CC(C2)(C3)C3=CN=C(O3)OCCOC(F)(F)F)=O)C1)F (2R)-6-chloro-7-fluoro-4-oxo-N-(3-{2-[2-(trifluoromethoxy)ethoxy]-1,3-oxazol-5-yl}bicyclo[1.1.1]pentan-1-yl)-3,4-dihydro-2H-1-benzopyran-2-carboxamide